4-(2-bromo-5-(methoxycarbonyl)-4-nitrophenoxy)piperidine-1-carboxylic acid benzyl ester C(C1=CC=CC=C1)OC(=O)N1CCC(CC1)OC1=C(C=C(C(=C1)C(=O)OC)[N+](=O)[O-])Br